COC(=O)C1CC(C1)OCCOC1=CC=C(C=C1)C1=NC2=C(C=CC=C2C=N1)Cl 3-(2-(4-(8-chloroquinazolin-2-yl)phenoxy)ethoxy)cyclobutanecarboxylic acid methyl ester